CC1(C2=CC=CC=C2C=2C=CC(=CC12)N(C1=CC2=C(C=C1)C1=CC=CC=C1C21CC(C2=C(C(=CC(=C12)C)C)C)(C)C)C1=CC=2C(C3=CC=CC=C3C2C=C1)(C)C)C N,N-bis(9,9-dimethyl-9H-fluoren-2-yl)-3',3',4',5',7'-pentamethyl-2',3'-dihydrospiro-[fluoren-9,1'-indene]-2-amine